CN1N=C(C(=C1C)O)C1=C(C=CC=C1)S(=O)(=O)C(C)(C)C 1,5-Dimethyl-3-(2-(tert-butylsulfonyl)phenyl)-pyrazol-4-ol